N1N=NN=C1CC1CCN(CC1)CC1=CC(=NC(=C1)C1=CC(=CC(=C1)Cl)Cl)OC=1C=NC(=NC1)N1CCN(CC1)C 5-((4-((4-((1H-tetrazol-5-yl)methyl)piperidin-1-yl)methyl)-6-(3,5-dichlorophenyl)pyridin-2-yl)oxy)-2-(4-methylpiperazin-1-yl)pyrimidine